BrC1=CC(=C(C=C1OC1=C(C=CC=C1)OC)N1C(N(C(=CC1=O)C(F)(F)F)C)=O)F 3-[4-bromo-2-fluoro-5-(2-methoxyphenoxy)phenyl]-1-methyl-6-(trifluoro-methyl)-pyrimidine-2,4-dione